5-(4-(3-(4-(3-(4-chloro-3-ethyl-1H-pyrrolo[2,3-b]pyridin-5-yl)phenyl)-3-oxopiperazin-1-yl)propyl)piperazin-1-yl)-2-(2,6-dioxopiperidin-3-yl)-6-fluoroisoindoline-1,3-dione ClC1=C2C(=NC=C1C=1C=C(C=CC1)N1C(CN(CC1)CCCN1CCN(CC1)C=1C=C3C(N(C(C3=CC1F)=O)C1C(NC(CC1)=O)=O)=O)=O)NC=C2CC